O=C1C(=CN=CN1)[NH3+] 6-oxo-1,6-dihydropyrimidin-5-aminium